O=C1NC2=C(N1[C@@H]1CC[C@@H](CC1)C(NC1=CC(=C(C=C1)C)OC)=O)C=CC=C2NC(=O)[C@H]2NCC2 (2S)-N-{2-oxo-1-[cis-4-[(3-methoxy-4-methylphenyl)carbamoyl]cyclohexyl]-2,3-dihydro-1H-1,3-benzodiazol-4-yl}azetidine-2-carboxamide